FC(C1=CC=C(S1)CCOC1OCCCC1)(F)F 2-[2-[5-(trifluoromethyl)-2-thienyl]ethoxy]tetrahydropyran